methyl 4-[4-(1-cyano-1-methyl-ethyl)-2-nitro-anilino]-2,6-dimethoxy-benzoate C(#N)C(C)(C)C1=CC(=C(NC2=CC(=C(C(=O)OC)C(=C2)OC)OC)C=C1)[N+](=O)[O-]